C1(=CC=CC=C1)S(=O)(=O)NC1=CC=C(C=C1)OC benzenesulfonyl-4-methoxyaniline